(R)-1,1,1-trifluoroisopropylamine hydrochloride C[C@H](C(F)(F)F)N.Cl